1-Chloro-N-cyclopropyl-8-(4-isobutyrylpiperazin-1-yl)-3-(5-(trifluoromethyl)-1,3,4-thiadiazole-2-yl)imidazo[1,5-a]pyridine-6-sulfonamide ClC=1N=C(N2C1C(=CC(=C2)S(=O)(=O)NC2CC2)N2CCN(CC2)C(C(C)C)=O)C=2SC(=NN2)C(F)(F)F